N1=C(NCC=C1)O 3,4-dihydro-pyrimidol